SCCCC(C(OC)(OC)OC)CCCC 3-mercaptopropyl-trimethoxyhexane